OC=1C(=C2C(=CNC2=CC1)CCNC(C)=O)CCC N-(2-(5-hydroxy-4-propyl-1H-indol-3-yl)ethyl)acetamide